bis{3,4,6-trichloro-2-[(phenylmethoxy)carbonyl]phenyl} oxalate C(C(=O)OC1=C(C(=C(C=C1Cl)Cl)Cl)C(=O)OCC1=CC=CC=C1)(=O)OC1=C(C(=C(C=C1Cl)Cl)Cl)C(=O)OCC1=CC=CC=C1